(S)-3-(2-(3-cyclopropoxy-4-(difluoromethoxy)phenyl)-2-(2-(1,1,1,3,3,3-hexafluoro-2-hydroxypropan-2-yl)thiazol-5-yl)ethyl)pyridine 1-oxide C1(CC1)OC=1C=C(C=CC1OC(F)F)[C@H](CC=1C=[N+](C=CC1)[O-])C1=CN=C(S1)C(C(F)(F)F)(C(F)(F)F)O